tert-butyl (2S,4S)-4-((7-bromo-2-(3-(dimethylamino)azetidin-1-yl)-8-fluoro-6-iodo-3-nitroquinolin-4-yl)amino)-2-(2-(tert-butoxy)-2-oxoethyl)piperidine-1-carboxylate BrC1=C(C=C2C(=C(C(=NC2=C1F)N1CC(C1)N(C)C)[N+](=O)[O-])N[C@@H]1C[C@H](N(CC1)C(=O)OC(C)(C)C)CC(=O)OC(C)(C)C)I